(R)-3-methyl-2,3-dihydrobenzo[d]isothiazole-3-carboxylic acid butyl ester-1,1-dioxide C(CCC)OC(=O)[C@@]1(NS(C2=C1C=CC=C2)(=O)=O)C